ClC1=C(C=CC=C1C1=CC=C(C(=N1)OC)CN[C@@H](C)C(=O)O)C1=C(C(=CC=C1)NC(=O)C=1N(C2=C(CN(CC2)C)N1)C)Cl ((6-(2,2'-dichloro-3'-(1,5-dimethyl-4,5,6,7-tetrahydro-1H-imidazo[4,5-c]pyridine-2-carboxamido)-[1,1-biphenyl]-3-yl)-2-methoxypyridin-3-yl)methyl)-L-alanine